4,4'-(pentane-1,5-diyl)dianiline C(CCCCC1=CC=C(N)C=C1)C1=CC=C(N)C=C1